C(C1=CC=CC=C1)OC1=NC(=CC=C1C=1C=NN2C1C=CC(=C2)Br)OCC2=CC=CC=C2 3-(2,6-bis(benzyloxy)pyridin-3-yl)-6-bromopyrazolo[1,5-a]pyridine